OC1=C(C=C(C=C1)O)NC 1,4-dihydroxy-2-methylaminobenzene